(1r,4r)-4-(((tert-butyldiphenylsilyl)oxy)methyl)cyclohexanol [Si](C1=CC=CC=C1)(C1=CC=CC=C1)(C(C)(C)C)OCC1CCC(CC1)O